4-acetylamino-L-phenylalanine C(C)(=O)NC1=CC=C(C[C@H](N)C(=O)O)C=C1